CN(C(CN1CCC(CC1)N1C(NC2=C1C=CC(=C2)C=2C=C(C=1N(C2)N=CN1)C)=O)=O)C N,N-Dimethyl-2-(4-(5-(8-methyl-[1,2,4]triazolo[1,5-a]pyridin-6-yl)-2-oxo-2,3-dihydro-1H-benzo[d]imidazol-1-yl)piperidin-1-yl)acetamid